7-(2-Amino-[1,2,4]triazolo[1,5-a]pyridin-7-yl)-4-(2-fluoro-5-(trifluoromethoxy)benzyl)-8-methyl-3,4-dihydropyrido[3,2-f][1,4]oxazepin-5(2H)-one NC1=NN2C(C=C(C=C2)C2=CC=3C(N(CCOC3N=C2C)CC2=C(C=CC(=C2)OC(F)(F)F)F)=O)=N1